ClC1=CC=C(CC2=C(NC3=C(C=CC=C23)C)C(=O)O)C=C1 3-(4-chlorobenzyl)-7-methyl-1H-indole-2-carboxylic acid